N-(4-((2-((2,5-dioxopyrrolidin-1-yl)oxy)-2-oxoethyl)thio)-4-methylpentanoyl)-N-methyl-L-alaninate O=C1N(C(CC1)=O)OC(CSC(CCC(=O)N([C@@H](C)C(=O)[O-])C)(C)C)=O